4-FORMYLPYRIMIDINE-2-CARBONITRILE C(=O)C1=NC(=NC=C1)C#N